ClC1=CC=C(S1)S(=O)(=O)Cl 5-chlorothiophene-2-sulfonyl chloride